isobutyl propionate ethyl-butyrate C(C)OC(CCC)=O.C(CC)(=O)OCC(C)C